(cis-1-((difluoromethoxy)methyl)-3-methyl-6-azabicyclo[3.1.1]heptan-6-yl)(pyridine-2-yl)methanone FC(OCC12CC(CC(N1C(=O)C1=NC=CC=C1)C2)C)F